(1R,3S,5S)-1-(5-ethyl-1,3,4-oxadiazol-2-yl)-N-(2-fluoro-5-(1-methyl-1H-1,2,4-triazol-3-yl)-4-(trifluoromethyl)phenyl)-3-methyl-6-azabicyclo[3.1.1]heptane-6-carboxamide C(C)C1=NN=C(O1)[C@]12C[C@H](C[C@H](N1C(=O)NC1=C(C=C(C(=C1)C1=NN(C=N1)C)C(F)(F)F)F)C2)C